ONC(=O)C=1C(=C(C=CC1)N1CC(C1)OC1=CC=C(C=C1)NC(C1=CN=CC=C1)=O)N1C=CC=C1 N-(4-((1-(3-(hydroxycarbamoyl)-2-(1H-pyrrol-1-yl)phenyl)azetidin-3-yl)oxy)phenyl)nicotinamide